5-(4-chlorophenyl)-5-hydroxy-2-methylvaleric acid ClC1=CC=C(C=C1)C(CCC(C(=O)O)C)O